C(C)OCCOCCOC1=CC=C(N)C=C1 4-(2-(2-ethoxyethoxy)ethoxy)aniline